BrC1=CC=C(C=N1)N1N=C(C(=C1)[N+](=O)[O-])C(=O)OCC 1-Ethyl 1-(6-bromo-3-pyridyl)-4-nitro-pyrazole-3-carboxylate